(R)-(2-(5-(2,5-difluorophenyl)pyrrolidin-1-yl)pyrazolo[1,5-a]pyrimidin-3-yl)-6-fluorobenzene FC1=C(C=C(C=C1)F)[C@H]1CCCN1C1=NN2C(N=CC=C2)=C1C1=CC=CC=C1F